8-fluoro-5,6,8,9-tetrahydro-7H-benzo[7]annulen-7-one FC1C(CCC2=C(C1)C=CC=C2)=O